2-(propionamido)propane C(CC)(=O)NC(C)C